Benzyl butylcarbamate C(CCC)NC(OCC1=CC=CC=C1)=O